Butyl-(3-((((1R,2R,3S,4R)-4-(4-amino-5-(4-benzylthiazol-2-yl)-2-chloro-7H-pyrrolo[2,3-d]pyrimidin-7-yl)-2,3-dihydroxycyclopentyl)methyl)amino)propyl)(4-fluorophenethyl)carbamate C(CCC)OC(N(CCC1=CC=C(C=C1)F)CCCNC[C@@H]1[C@H]([C@H]([C@@H](C1)N1C=C(C2=C1N=C(N=C2N)Cl)C=2SC=C(N2)CC2=CC=CC=C2)O)O)=O